C1(CCC1)C1=CN(C=2N=CN=C(C21)N)C(C)C=2N=NN(C2)C2=C(C=CC=C2)F 5-Cyclobutyl-7-{1-[1-(2-fluorophenyl)-1H-1,2,3-triazol-4-yl]ethyl}-7H-pyrrolo[2,3-d]pyrimidin-4-amine